4-((3-chloro-5-trifluoromethylpyridin-2-yl)oxy)phenoxyacetic acid ClC=1C(=NC=C(C1)C(F)(F)F)OC1=CC=C(OCC(=O)O)C=C1